C(CCC)(=O)ON(C)C (dimethylamino) butanoate